[N+](=O)([O-])C=1C(=NNC1C(F)(F)F)C(F)(F)F 4-nitro-3,5-bis(trifluoromethyl)pyrazole